FC1(CC1)CNC(O[C@H]1[C@H](NC[C@@H]1O)CC1=CC=C(C=C1)OC)=O (2R,3S,4S)-4-hydroxy-2-[(4-methoxyphenyl)methyl]pyrrolidin-3-yl N-[(1-fluorocyclopropyl)methyl]carbamate